(5-chloro-2-((4-oxo-2-thiocarbonyl-2,3,4,5-tetrahydro-1H-pyrrolo[3,2-d]pyrimidin-1-yl)methyl)phenyl)pyrrolidine-1-carboxylic acid tert-butyl ester C(C)(C)(C)OC(=O)N1C(CCC1)C1=C(C=CC(=C1)Cl)CN1C(NC(C2=C1C=CN2)=O)=C=S